ClC=1C=C2C(=NC1SC)N(N=C2)C=2C=NN(C2)C2CC2 4-[5-chloro-6-(methylsulfanyl)pyrazolo[3,4-b]pyridin-1-yl]-1-cyclopropylpyrazole